ethyl 3-(3,5-dimethyl-1H-pyrazol-1-yl)-3-(4-(3-(5,6,7,8-tetrahydro-1,8-naphthyridin-2-yl)propyl)thiazol-2-yl)propanoate CC1=NN(C(=C1)C)C(CC(=O)OCC)C=1SC=C(N1)CCCC1=NC=2NCCCC2C=C1